C(C)(C)[N+](=C(C)C=CC1=C(CCCC1(C)C)C)[O-] N-isopropyl-4-(2,6,6-trimethylcyclohex-1-en-1-yl)but-3-en-2-imine oxide